C(C)OC(C(CC=C)C=1SC=CC1)=O 2-(thiophen-2-yl)pent-4-enoic acid ethyl ester